(R)-1-(6-((4-(6-(5-(2-(2,5-difluorophenyl)pyrrolidin-1-yl)pyrazolo[1,5-a]pyrimidin-3-yl)pyridin-2-yl)piperazin-1-yl)methyl)pyridin-3-yl)dihydropyrimidine-2,4(1H,3H)-dione FC1=C(C=C(C=C1)F)[C@@H]1N(CCC1)C1=NC=2N(C=C1)N=CC2C2=CC=CC(=N2)N2CCN(CC2)CC2=CC=C(C=N2)N2C(NC(CC2)=O)=O